C(C)(C)(C)OC(N(C1=NC=C(N=C1C1=CC(=NO1)C1=C(C=C(C=C1)[N+](=O)[O-])F)C1=CC=C(C=C1)S(=O)(=O)C(C)C)C(=O)OC(C)(C)C)=O tert-Butyl(tert-butoxycarbonyl)(3-(3-(2-fluoro-4-nitrophenyl)isoxazol-5-yl)-5-(4-(isopropylsulfonyl)phenyl)pyrazin-2-yl)carbamate